C1=C2C3=C(CNC2=C(C=N1)C(=O)N)C=CC=C3 6H-benzo[c][1,6]naphthyridine-4-carboxamide